BrC1=C(C(=CC(=C1)OCOC)Cl)C(F)(F)F 1-bromo-3-chloro-5-(methoxymethoxy)-2-(trifluoromethyl)benzene